C(CC)C=1N(C(NN1)=O)N 5-propyl-4-amino-1,2,4-triazol-3-one